Methyl 5-(((1S,3S)-3-((3-methoxy-2-oxo-2H-[1,3'-bipyridin]-6'-yl)amino)cyclopentyl)amino)pyrazine-2-carboxylate COC=1C(N(C=CC1)C=1C=NC(=CC1)N[C@@H]1C[C@H](CC1)NC=1N=CC(=NC1)C(=O)OC)=O